BrC=1C=C(C=CC1)N1C=NC=2C1=NC=C(C2)C(=O)O 3-(3-bromophenyl)-3H-imidazo[4,5-b]pyridine-6-carboxylic acid